2-(2,6-dioxopiperidin-3-yl)-4-((2-((6-methoxy-2-methyl-4-(((R)-1-phenylethyl)amino)quinazolin-7-yl)oxy)ethyl)amino)isoindoline-1,3-dione O=C1NC(CCC1N1C(C2=CC=CC(=C2C1=O)NCCOC1=C(C=C2C(=NC(=NC2=C1)C)N[C@H](C)C1=CC=CC=C1)OC)=O)=O